N-ethyl-5-fluoro-2-{6-[1-(1-hydroxy-3-methylbutan-2-yl)azetidin-3-yl]-3-methylimidazo[1,5-a]pyridin-8-yl}-N-(isopropyl)benzamide C(C)N(C(C1=C(C=CC(=C1)F)C=1C=2N(C=C(C1)C1CN(C1)C(CO)C(C)C)C(=NC2)C)=O)C(C)C